2-(2-chloro-4-(4,4,5,5-tetramethyl-1,3,2-dioxaborolan-2-yl)phenyl)-3,5,7,8-tetrahydro-4H-thiopyrano[4,3-d]pyrimidin-4-one ClC1=C(C=CC(=C1)B1OC(C(O1)(C)C)(C)C)C=1NC(C2=C(N1)CCSC2)=O